7-benzyl-4-(4-chlorobenzyl)-6,7,8,9-tetrahydroimidazo[1,2-a]pyrido[3,4-e]pyrimidin-5(4H)-one C(C1=CC=CC=C1)N1CC=2C(N(C=3N(C2CC1)C=CN3)CC3=CC=C(C=C3)Cl)=O